5-tert-butyl 4-ethyl 1-(2-(4,4,5,5-tetramethyl-1,3,2-dioxaborolan-2-yl)ethyl)-5-azaspiro[2.4]heptane-4,5-dicarboxylate CC1(OB(OC1(C)C)CCC1CC12C(N(CC2)C(=O)OC(C)(C)C)C(=O)OCC)C